ClC1=C(C=CC=C1Cl)N1CCN(CC1)CCC1(CCC(CC1)NC=1OC=CN1)F N-(cis-4-(2-(4-(2,3-dichlorophenyl)piperazin-1-yl)ethyl)-4-fluorocyclohexyl)oxazol-2-amine